FC=1C(=NC=C(C1)C(F)(F)F)NC[C@@H]1[C@@H](O[C@@H](CN1C(=O)C1=NC(=CC=C1C1=NC=CC=N1)C)C)C ((2S,3R,6R)-3-(((3-Fluoro-5-(trifluoromethyl)pyridin-2-yl)amino)methyl)-2,6-dimethylmorpholino)(6-methyl-3-(pyrimidin-2-yl)pyridin-2-yl)methanone